C(C)OC(=O)C=1C(=NC(=C(C1O)C1=C(C(=CC=C1OC)F)OC)CCCC)O 6-butyl-5-(3-fluoro-2,6-dimethoxyphenyl)-2,4-dihydroxypyridine-3-carboxylic acid ethyl ester